1-[(5R,8aS)-5-methyl-3-(2-methylamino-benzimidazol-1-yl)-5,6,8a,9-tetrahydro-8H-7,10-Dioxa-2,4,4b-triazaphenanthren-1-ylmethyl]-1H-[1,2,3]Triazole-4-carboxylic acid methyl ester COC(=O)C=1N=NN(C1)CC1=NC(=NC=2N3[C@@H](COC[C@H]3COC12)C)N1C(=NC2=C1C=CC=C2)NC